(R,E)-2-cyano-N-(1-(1,3-dimethyl-1H-indazol-6-yl)ethyl)-3-(5-(1-methyl-1H-pyrazol-4-yl)-1H-pyrrolo[2,3-b]pyridin-3-yl)acrylamide C(#N)/C(/C(=O)N[C@H](C)C1=CC=C2C(=NN(C2=C1)C)C)=C\C1=CNC2=NC=C(C=C21)C=2C=NN(C2)C